2-((3R,4S)-3-fluoro-4-(methoxy-d)piperidin-1-yl)pyrimidin-4-amine F[C@@H]1CN(CC[C@@H]1OC[2H])C1=NC=CC(=N1)N